(R)-5-chloro-N-(1-cyclopropylethyl)-7-methylpyrazolo[1,5-a]Pyrimidine-3-carboxamide ClC1=NC=2N(C(=C1)C)N=CC2C(=O)N[C@H](C)C2CC2